(disalicylidene)-1,2-diaminopropane C(C=1C(O)=CC=CC1)=CC(C(N)=CC=1C(O)=CC=CC1)N